OCCN(CC=1C=C(C=C(C1)CCP(OC)(OC)=O)CCP(OC)(OC)=O)CC=1C=C(C=C(C1)CCP(OC)(OC)=O)CCP(OC)(OC)=O octamethyl (((((2-hydroxyethyl)azanediyl)bis(methylene))bis(benzene-5,1,3-triyl))tetrakis(ethane-2,1-diyl))tetrakis(phosphonate)